4-(3-chloro-2-methylanilino)-2'-[(2R)-3-hydroxy-2-methylpropyl]-5'-methyl-2',3'-dihydrospiro[cyclohexane-1,1'-isoindole]-4-carboxylic acid methyl ester COC(=O)C1(CCC2(N(CC3=CC(=CC=C23)C)C[C@H](CO)C)CC1)NC1=C(C(=CC=C1)Cl)C